C1(CC2C(CC1)O2)CC[Si](OCCCC)(OCCCC)C (3,4-epoxycyclohexyl)ethyl-methyldibutoxysilane